ClC1=C(N=C(N=N1)NC1=C(C=C2CCN(CC2=C1)C)OC)N1C=C(C2=CC=CC=C12)C(=O)N(C)C (6-chloro-3-((6-methoxy-2-methyl-1,2,3,4-tetrahydroisoquinolin-7-yl)amino)-1,2,4-triazin-5-yl)-N,N-dimethyl-1H-indole-3-carboxamide